O-tert-butyl ((1R,2R)-4-bromo-2-hydroxy-2,3-dihydro-1H-inden-1-yl)carbamate BrC1=C2C[C@H]([C@@H](C2=CC=C1)NC(OC(C)(C)C)=O)O